8-(3,3-difluorocyclobutyl)-2-[4-[2-(dimethylamino)ethoxy]anilino]-6-(5-methyl-4-prop-2-enoyl-2,3-dihydroquinoxalin-1-yl)pyrido[2,3-d]pyrimidin-7-one FC1(CC(C1)N1C(C(=CC2=C1N=C(N=C2)NC2=CC=C(C=C2)OCCN(C)C)N2CCN(C1=C(C=CC=C21)C)C(C=C)=O)=O)F